OC1(CC(C1)NC1=NN=CC=2CCCCC12)C 4-(((1s,3s)-3-hydroxy-3-methylcyclobutyl)amino)-5,6,7,8-tetrahydrophthalazine